Cl.NCC1=CC=C(N)C=C1 4-(aminomethyl)aniline HCl salt